2-(5-chlorobenzofuran-2-yl)-N-((1s,2r)-1-(3-(difluoromethyl)-4-methoxyphenyl)-1-hydroxy-3-(pyrrolidin-1-yl)propan-2-yl)-2,2-difluoroacetamide ClC=1C=CC2=C(C=C(O2)C(C(=O)N[C@@H]([C@@H](O)C2=CC(=C(C=C2)OC)C(F)F)CN2CCCC2)(F)F)C1